NC=1N=NC(=CC1C#CC1CC2(CC(C2)N2CCC3(CC=4C(=CC=5C(N(C(C5C4)=O)C4C(NC(CC4)=O)=O)=O)OC3)CC2)C1)C1=C(C=CC=C1)O 1-(6-((3-amino-6-(2-hydroxyphenyl)pyridazin-4-yl)ethynyl)spiro[3.3]heptan-2-yl)-7'-(2,6-dioxopiperidin-3-yl)-2'H-spiro[piperidine-4,3'-pyrano[2,3-f]isoindole]-6',8'(4'H,7'H)-dione